N-(3-(2-((4-(4-methylpiperazin-1-yl)phenyl)amino)quinazolin-8-yl)phenyl)methacrylamide CN1CCN(CC1)C1=CC=C(C=C1)NC1=NC2=C(C=CC=C2C=N1)C=1C=C(C=CC1)NC(C(=C)C)=O